N1=CC(=CC=C1)N1CCN(C2=CC=CC=C12)C(=O)NC1COCC1 4-(pyridin-3-yl)-N-(tetrahydrofuran-3-yl)-3,4-dihydroquinoxaline-1(2H)-carboxamide